N-(3-chloro-4-(1,2,3,6-tetrahydropyridin-4-yl)phenyl)-3-fluoro-4-(1,2,3,6-tetrahydropyridin-4-yl)benzamide bistrifluoroacetic acid salt FC(C(=O)O)(F)F.FC(C(=O)O)(F)F.ClC=1C=C(C=CC1C=1CCNCC1)NC(C1=CC(=C(C=C1)C=1CCNCC1)F)=O